[OH-].[Na+].FC(C1=C(OC=2C=C(C=C(C2)OC2=C(C=C(C=C2)N)C(F)(F)F)O)C=CC(=C1)N)(F)F 3,5-bis(2-trifluoromethyl-4-aminophenoxy)phenol sodium hydroxide